(R)-tert-butyl-N-(3-(N-(2-amino-2-methylpropanoyl)-S-methylaminosulfinyl)phenyl)-5-chloro-2-((6-fluoro-2-methylpyridin-3-yl)oxy)-4-(trifluoromethyl)benzamide C(C)(C)(C)C=1C(=C(C(=O)NC2=CC(=CC=C2)[S@@](=O)N(C(C(C)(C)N)=O)C)C=C(C1C(F)(F)F)Cl)OC=1C(=NC(=CC1)F)C